C1(CCCCC1)C(C(C(=O)[O-])S(=O)(=O)O)(C(=O)[O-])C1CCCCC1.[Na+].C(CCC(=O)O)(=O)[O-].[Na+].[Na+] disodium succinate sodium dicyclohexyl-sulfosuccinate